N-(4-cyclohexylphenyl)-7-hydroxy-2-phenylquinoline-4-carboxamide C1(CCCCC1)C1=CC=C(C=C1)NC(=O)C1=CC(=NC2=CC(=CC=C12)O)C1=CC=CC=C1